C[Si]1(O[SiH2]O[Si](O[Si](O1)(C)C)(C1=CC=CC=C1)C1=CC=CC=C1)C 4,4,6,6-tetramethyl-8,8-diphenylcyclotetrasiloxane